N[C@@H]1CN(CC1)C(=O)C=1SC(=CC1CC)C1=CC(=C(C=C1)C1CCN(CC1)C1CCOCC1)F (S)-(3-aminopyrrolidin-1-yl)(3-ethyl-5-(3-fluoro-4-(1-(tetrahydro-2H-pyran-4-yl)piperidin-4-yl)phenyl)thiophen-2-yl)methanone